C(C)(C)(C)P(C1(C(C1)(C1=CC=CC=C1)C1=CC=CC=C1)C)C(C)(C)C di-t-butyl-(1-methyl-2,2-diphenylcyclopropyl)phosphine